tert-butyl N-[4-(aminomethyl)phenyl]carbamate CC(C)(C)OC(=O)NC1=CC=C(C=C1)CN